NC1=NC2=C(C=3N1N=C(N3)C3=NC=CC=C3)C(=C(N2CCN2CCN(CC2)C2=C(C=CC(=C2)C=2OC=CN2)F)C(=O)NC2CC2)Cl 5-amino-9-chloro-N-cyclopropyl-7-(2-(4-(2-fluoro-5-(oxazol-2-yl)phenyl)piperazin-1-yl)ethyl)-2-(pyridin-2-yl)-7H-pyrrolo[3,2-e][1,2,4]triazolo[1,5-c]pyrimidine-8-carboxamide